methyl 3-(4-(6-chloro-3-(3-(4-chloro-3,5-dimethylphenoxy)propyl)-7-(1,3,5-trimethyl-1H-pyrazol-4-yl)-1H-indole-2-carbonyl)piperazin-1-yl)benzoate ClC1=CC=C2C(=C(NC2=C1C=1C(=NN(C1C)C)C)C(=O)N1CCN(CC1)C=1C=C(C(=O)OC)C=CC1)CCCOC1=CC(=C(C(=C1)C)Cl)C